S1C2=C(C=C1)C=CC(=C2)N2N=C(CC2=O)C 1-(benzo[b]thiophen-6-yl)-3-methyl-1H-pyrazol-5(4H)-one